C(C)(C)(C)OC(=O)N[C@@H]1CC(N(C1)C1=CC=C(C=C1)S(=O)C1CCN(CC1)C(=O)OCC1=CC=CC=C1)=O Benzyl 4-[4-[(4R)-4-(tert-butoxycarbonylamino)-2-oxo-pyrrolidin-1-yl]phenyl]sulfinylpiperidine-1-carboxylate